(3aR,4S,7S,7aR)-7-acetamido-2,2-dimethyltetrahydro-4H-[1,3]dioxolo[4,5-c]pyran-4-carboxylic acid C(C)(=O)N[C@@H]1[C@@H]2[C@H]([C@H](OC1)C(=O)O)OC(O2)(C)C